ClC1=CC(=C(C=C1Cl)[C@@H](C1CCNCC1)NC(C(F)(F)F)=O)OCC=C [(R)-[4,5-dichloro-2-(prop-2-en-1-yloxy)phenyl](piperidin-4-yl)methyl]-2,2,2-trifluoroacetamide